7-(4,5-dihydro-1H-imidazol-2-yl)-2-iodo-3-(4-((4-methylpyrimidin-2-yl)oxy)phenyl)thieno[3,2-c]pyridin-4-amine N1C(=NCC1)C=1C2=C(C(=NC1)N)C(=C(S2)I)C2=CC=C(C=C2)OC2=NC=CC(=N2)C